Pyrazolo[4,3-b]pyridine-5-carboxylic acid 4-benzenesulfonyl-benzylamide C1(=CC=CC=C1)S(=O)(=O)C1=CC=C(CNC(=O)C2=CC=C3C(N2)=CN=N3)C=C1